(Z)-N-(4-(1H-tetrazol-5-yl)phenyl)-4-(5-((6-butylpyridin-3-yl)methylene)-2,4-dioxothiazolidin-3-yl)butanamide N1N=NN=C1C1=CC=C(C=C1)NC(CCCN1C(S\C(\C1=O)=C/C=1C=NC(=CC1)CCCC)=O)=O